N1(CCC1)C1=CC=2SCC[C@H]3N(C2N=C1)CCNC3 (R)-3-(azetidin-1-yl)-6,7,7a,8,10,11-hexahydro-9H-pyrazino[1,2-d]pyrido[3,2-b][1,4]thiazepin